n-butyl 3,4,5-trihydroxybenzoate OC=1C=C(C(=O)OCCCC)C=C(C1O)O